O[C@@H]1CN(C[C@@H]1O)C(CC1=CC=C(C=C1)NC(=O)NCC1=CC=C(C=C1)Cl)=O N-{4-[2-((4S,3R)-3,4-dihydroxypyrrolidinyl)-2-oxoethyl]phenyl}{[(4-chlorophenyl)methyl]amino}carboxamide